ClC=1C=C(C=CC1)[C@@H]1[C@H](C1)C(=O)NC1=NC=CC=2C1=NN(C2)CC=2N=C1N(C=C(C=C1)C1CC1)C2 |r| rac-(1S*,2S*)-2-(3-chlorophenyl)-N-(2-((6-cyclopropylimidazo[1,2-a]pyridin-2-yl)methyl)-2H-pyrazolo[3,4-c]pyridin-7-yl)cyclopropane-1-carboxamide